ClC=1C=CC(=C(C1)C1=C2C(=NC(=C1)C)C(=CS2)C(=O)O)OCCN2C(=NC=1CC[C@@H](CC1C2=O)N2CCC(CC2)OC(F)(F)F)C(F)(F)F 7-[5-chloro-2-[2-[(6S)-4-oxo-6-[4-(trifluoromethoxy)-1-piperidyl]-2-(trifluoromethyl)-5,6,7,8-tetrahydroquinazolin-3-yl]ethoxy]phenyl]-5-methyl-thieno[3,2-b]pyridine-3-carboxylic acid